BrCC=1C=CN=C2C=C(C=NC12)C#N 8-(bromomethyl)-1,5-naphthyridine-3-carbonitrile